NC1(CN(CC1)C=1N=NC(=CN1)C1=C(C=C(C=C1)C=1C=NN(C1)C)O)C 2-[3-(3-amino-3-methylpyrrolidin-1-yl)-1,2,4-triazin-6-yl]-5-(1-methyl-1H-pyrazol-4-yl)phenol